ClC=1C(=CC(=NC1)NC1CCC(CC1)N[C@@H](CO[C@H](C(=O)OC(C)(C)C)C)C)C1=NC(=CC=C1)NCC1(CCOCC1)C#N tert-butyl (S)-2-((R)-2-(((1r,4R)-4-((5'-chloro-6-(((4-cyanotetrahydro-2H-pyran-4-yl)methyl)amino)-[2,4'-bipyridin]-2'-yl)amino)cyclohexyl)amino)propoxy)propanoate